ON([C@H](C(=O)O)CC1=CC=C(O)C(O)=C1)O dihydroxy-DOPA